2-trifluoromethyl-dimethoxypropane FC(C(C(OC)OC)C)(F)F